C(C)(C)(C)OC(=O)N1[C@H]([C@]2(CCCC(N2)=O)CCC1)COC1CCC(CC1)C1=C(C=CC=C1)O |o1:8,9| tert-butyl-rel-(6S,7R)-2-oxo-7-({[(1s,4s)-4-(2-hydroxyphenyl)cyclohexyl]oxy}methyl)-1,8-diazaspiro[5.5]undecane-8-carboxylate